2-methoxy-7-((trifluoromethyl)thio)-9H-indeno[2,1-d]Pyrimidine-9-one COC=1N=CC2=C(N1)C(C=1C=C(C=CC12)SC(F)(F)F)=O